FC1=NN(C=C1N1C(N(C=2C=NC=3C=C(C(=CC3C21)C=2C=NC(=CC2)OC)OC)C)=O)C 1-(3-Fluoro-1-methyl-1H-pyrazol-4-yl)-7-methoxy-8-(6-methoxypyridin-3-yl)-3-methyl-1,3-dihydroimidazo-[4,5-c]quinolin-2-one